ICC1OC(C2=CC=CC=C12)=O 3-(iodomethyl)-3H-isobenzofuran-1-one